FC1=CC=C(C=C1)N1N=CC2=C1C[C@@H]1CCN(C[C@]1(C2)C(=O)C2=NC=CC(=C2)C(F)(F)F)S(=O)(=O)C2=NN(N=C2)C ((4ar,8as)-1-(4-fluorophenyl)-6-((2-methyl-2H-1,2,3-triazol-4-yl)sulfonyl)-4,4a,5,6,7,8,8a,9-octahydro-1H-pyrazolo[3,4-g]isoquinolin-4a-yl)(4-(trifluoromethyl)pyridin-2-yl)methanone